Aminoketene NC=C=O